(S)-3-(methyl-(4-methylquinolin-3-yl)amino)pyrrolidine-1-carboxylic acid tert-butyl ester C(C)(C)(C)OC(=O)N1C[C@H](CC1)N(C=1C=NC2=CC=CC=C2C1C)C